Z-8-Tetradecenyl acetate C(C)(=O)OCCCCCCC\C=C/CCCCC